FC(C1=C(OC[C@](CC(C)C)(N)C)C=CC(=C1)C1=CC(=NC=C1)C(F)F)F (S)-1-(2-(difluoromethyl)-4-(2-(difluoromethyl)pyridin-4-yl)phenoxy)-2,4-dimethyl-pentan-2-amine